C(C1=CC=CC=C1)=P benzylidenephosphine